NC1=C(C=CC(=C1)F)NC(\C=C\C=1C=NN(C1)C\C=C\C1=CC=CC=C1)=O (2E)-N-(2-Amino-4-fluorophenyl)-3-[(2E)-1-(3-phenyl-2-propen-1-yl)-1H-pyrazol-4-yl]-2-propenamide